7-(1-acryloylazetidin-3-yl)-3-(5-methyl-1H-indazol-4-yl)-3,4-dihydroquinazolin-2(1H)-one C(C=C)(=O)N1CC(C1)C1=CC=C2CN(C(NC2=C1)=O)C1=C2C=NNC2=CC=C1C